O=C1C=C(C(=CN1)C(=O)OC)C(F)(F)F methyl 6-oxo-4-(trifluoromethyl)-1,6-dihydropyridine-3-carboxylate